diethanol bis[beta-(3,5-di-tert-butyl-4-hydroxyphenyl) propionate] C(C)(C)(C)C=1C=C(C=C(C1O)C(C)(C)C)CCC(=O)O.C(C)(C)(C)C=1C=C(C=C(C1O)C(C)(C)C)CCC(=O)O.C(C)O.C(C)O